COC1=C(C=C2C=CC=NC2=C1)C(=O)NC1C(NCCCC1)=O 7-methoxy-N-(2-oxoazepan-3-yl)quinoline-6-carboxamide